tert-butyl (3R,4R)-4-(((7-((tert-butoxycarbonyl)(4-(thiazol-4-yl)benzyl)amino)-3-cyclopropylpyrazolo[1,5-a]pyrimidin-5-yl)amino)methyl)-3-hydroxypiperidine-1-carboxylate C(C)(C)(C)OC(=O)N(C1=CC(=NC=2N1N=CC2C2CC2)NC[C@@H]2[C@H](CN(CC2)C(=O)OC(C)(C)C)O)CC2=CC=C(C=C2)C=2N=CSC2